ClC1=NC=C(C(=N1)NCCC1=C(C=CC=C1F)Cl)Cl 2,5-Dichloro-N-(2-chloro-6-fluorophenethyl)pyrimidin-4-amine